(S)-N-(5-((4-oxaspiro(2.4)heptan-6-yl)oxy)-1,3,4-thiadiazol-2-yl)-2'-chloro-5'-(difluoromethoxy)-6-methyl-(4,4'-bipyridine)-3-carboxamide C1CC12OC[C@H](C2)OC2=NN=C(S2)NC(=O)C=2C=NC(=CC2C2=CC(=NC=C2OC(F)F)Cl)C